(S)-(6-bromopyridin-2-yl)((cis-3-(tert-butyldimethylsilyloxy)cyclobutyl)methyl)-2-methylpropane-2-sulfinamide BrC1=CC=CC(=N1)[C@@H](C(C)(S(=O)N)C)C[C@@H]1C[C@@H](C1)O[Si](C)(C)C(C)(C)C